CC(CCCC(C)C=1C=C(C(=C(C1)O)C)O)(C)C 5-(6,6-Dimethylheptan-2-yl)-2-methylbenzene-1,3-diol